(3-chloro-4-fluorophenyl)(4-methyl-5-(methylthio)-1-((2-(trimethylsilyl)ethoxy)methyl)-1H-imidazol-2-yl)methanone ClC=1C=C(C=CC1F)C(=O)C=1N(C(=C(N1)C)SC)COCC[Si](C)(C)C